3-(4-(methylthio)pyrimidin-2-yl)imidazo[1,2-a]pyrazine-6-carboxamide CSC1=NC(=NC=C1)C1=CN=C2N1C=C(N=C2)C(=O)N